ClC1=C(C=CC(=C1)C1=NC(=CN=C1)C)C1=CC2=C(N=C(N=C2)SC)NC1=O 6-(2-chloro-4-(6-methylpyrazin-2-yl)phenyl)-2-(methylthio)pyrido[2,3-d]pyrimidin-7(8H)-one